ClC=1C=C(C=CC1C)NC(=O)NCCCNC=1C(N(C(C1)=O)C1C(NC(CC1)=O)=O)=O 1-(3-chloro-4-methylphenyl)-3-(3-((1-(2,6-dioxopiperidin-3-yl)-2,5-dioxo-2,5-dihydro-1H-pyrrol-3-yl)amino)propyl)urea